5-bromo-2-(methoxycarbonyl)-4-methylpyridine 1-oxide BrC=1C(=CC(=[N+](C1)[O-])C(=O)OC)C